Butyl N-[[4-[(5-bromo-3-nitro-2-pyridyl)amino]phenyl]methyl]carbamate BrC=1C=C(C(=NC1)NC1=CC=C(C=C1)CNC(OCCCC)=O)[N+](=O)[O-]